4-toluenesulfonic acid-6,6-difluoro-3-oxo-1-phenyl-4-aza-2-oxaoct-8-yl ester FC(CNC(OCC1=CC=CC=C1)=O)(CCOS(=O)(=O)C1=CC=C(C)C=C1)F